C1(=CC=CC=C1)OC(CCCCCCCCCCC)=O phenyl-dodecanoate